CC1C(C(CCC1C)C)O 2,3,6-trimethylcyclohexan-1-ol